5-(3-isopropyl-2-(2-methylpyridin-4-yl)-1H-indol-5-yl)-N-methylpyridin-2-amine C(C)(C)C1=C(NC2=CC=C(C=C12)C=1C=CC(=NC1)NC)C1=CC(=NC=C1)C